2-((1S,6S)-6-amino-2,2-difluorocyclohexyl)-3-bromo-5-chloro-N-(thiophen-2-ylmethyl)thieno[3,2-b]pyridin-7-amine N[C@H]1CCCC([C@H]1C1=C(C2=NC(=CC(=C2S1)NCC=1SC=CC1)Cl)Br)(F)F